1-((1S,4S)-5-(4-((4-Chloro-3-(cyclopropylmethoxy)phenyl)amino)pyrido[3,2-d]pyrimidin-6-yl)-2,5-diazabicyclo[2.2.1]heptan-2-yl)prop-2-en-1-one ClC1=C(C=C(C=C1)NC=1C2=C(N=CN1)C=CC(=N2)N2[C@@H]1CN([C@H](C2)C1)C(C=C)=O)OCC1CC1